7-(1H-Indazol-5-yl)-6-(3-trifluoromethylphenyl)-2,3-dihydropyrazolo[5,1-b]oxazole N1N=CC2=CC(=CC=C12)C=1C(=NN2C1OCC2)C2=CC(=CC=C2)C(F)(F)F